(1S,6R)-N-(4-hydroxyphenethyl)-2,2,6-trimethylcyclohexane-1-carboxamide OC1=CC=C(CCNC(=O)[C@@H]2C(CCC[C@H]2C)(C)C)C=C1